OC1=C2N3[C@]4(C[C@@H](C3=C(C1=O)C(=O)NCC1=C(C=C(C=C1F)F)F)OC)CCCCN(C2=O)C4 (6aS,8S)-11-hydroxy-8-methoxy-1,10-dioxo-N-(2,4,6-trifluorobenzyl)-1,3,4,5,6,7,8,10-octahydro-2,6a-methano[1,4]diazonino[9,1,2-cd]indolizine-9-carboxamide